BrC1=CC=C2C(=N1)N(C=N2)C2=CC=C(C=C2)Cl 5-bromo-3-(4-chlorophenyl)-3H-imidazo[4,5-b]pyridine